BrC=1C2=C(C=3C(=NC(=NC3C1Cl)S(=O)(=O)CC)N[C@H]1C(N(CC1)C)=O)COC2 (R)-3-((6-Bromo-5-chloro-3-(ethylsulfonyl)-7,9-dihydrofuro[3,4-f]quinazolin-1-yl)amino)-1-methylpyrrolidin-2-one